5-methyl-N-[(2R,3S)-1-[1-(1-methyl-6-oxo-3-pyridyl)indazol-5-yl]-5-oxo-2-phenyl-pyrrolidin-3-yl]thiazole-2-carboxamide CC1=CN=C(S1)C(=O)N[C@@H]1[C@H](N(C(C1)=O)C=1C=C2C=NN(C2=CC1)C1=CN(C(C=C1)=O)C)C1=CC=CC=C1